Ethyl (S)-6-methoxy-7-((6-(5-methyl-6,7-dihydro-5H-pyrrolo[2,1-c][1,2,4]triazol-3-yl)pyridin-2-yl)carbamoyl)-3,4-dihydroisoquinoline-2(1H)-carboxylate COC=1C=C2CCN(CC2=CC1C(NC1=NC(=CC=C1)C=1N2C(=NN1)CC[C@@H]2C)=O)C(=O)OCC